tert-butyl 4-(1-benzyloxycarbonylpiperidine-4-carbonyl)piperazine-1-carboxylate C(C1=CC=CC=C1)OC(=O)N1CCC(CC1)C(=O)N1CCN(CC1)C(=O)OC(C)(C)C